C(CC1=CC=CC=C1)C(C(=O)O)C(C)C 2-phenethyl-isovaleric acid